C(C1=CC=CC=C1)C1=C(C=CC=C1)\N=N\C1=CC=C(C=C1)CC (E)-1-(2-benzyl-phenyl)-2-(4-ethyl-phenyl)diazene